C(C1=CC=CC=C1)OC1=CC=NC(=C1C(=O)OCC)Br ethyl 4-(benzyloxy)-2-bromonicotinate